C(CCCCCCCCCCCCCCCCC)N1C(C=CC1=O)=O N-octadecyl-Maleimide